C(C1=CC=CC=C1)ON1CC=CC(=C1)NC=1OC(=CN1)C1=CC=C(C=C1)C(F)(F)F N-(benzyloxy)-5-((5-(4-(trifluoromethyl)phenyl)oxazol-2-yl)amino)pyridine